O(C1[C@H](O)[C@@H](O)[C@@H](O)CO1)C1[C@H](O)[C@H](O)[C@@H](O)[C@@H](O1)CO L-mannopyranosyl-(1-2) L-arabinopyranoside